dimethyl-1,4,7-triazacyclodecane-8,10-dione CC1N(C(CC(NCCNC1)=O)=O)C